methyl-3-{3-(2H-benzotriazol-2-yl)-5-tert-butyl-4-hydroxyphenyl}propionate COC(CCC1=CC(=C(C(=C1)C(C)(C)C)O)N1N=C2C(=N1)C=CC=C2)=O